NC1=C(C=C(C=C1)Br)NCCC#N 3-((2-amino-5-bromophenyl)amino)propionitrile